ClC1=C(C=CC(=C1)Cl)NC(=S)NC1=CC=CC=C1 1-(2,4-dichlorophenyl)-3-phenylthiourea